C(C)(C)(C)OC(=O)N1C[C@@H](CC1)NC=1C=C2C=CC(=NC2=CC1)Cl (R)-3-((2-chloroquinolin-6-yl)amino)pyrrolidine-1-carboxylic acid tert-butyl ester